C(C)(C)(C)C=1C=C(CN2C(N(C(N(C2=O)CC2=CC(=C(C(=C2)C(C)(C)C)O)C(C)(C)C)=O)CC2=CC(=C(C(=C2)C(C)(C)C)O)C(C)(C)C)=O)C=C(C1O)C(C)(C)C 1,3,5-Tris(3',5'-di-tert-butyl-4'-hydroxybenzyl)-s-triazine-2,4,6(1H,3H,5H)trione